CC=1N(C2=C(C=NC=3C=CC(=CC23)C=2C=C3C(=NC2)NC=C3)N1)C1=CC=C(C=C1)N1CCOCC1 4-(4-(2-methyl-8-(1H-pyrrolo[2,3-b]pyridin-5-yl)-1H-imidazo[4,5-c]quinolin-1-yl)phenyl)morpholine